3,3,6-oxadiazocan-2-one C1C(NCCNCC1)=O